3-(5-(((1S,2S)-2-(3-(2,2-difluoroethoxy)azetidin-1-yl)cyclohexyl)oxy)-1-oxoisoindolin-2-yl)piperidine-2,6-dione FC(COC1CN(C1)[C@@H]1[C@H](CCCC1)OC=1C=C2CN(C(C2=CC1)=O)C1C(NC(CC1)=O)=O)F